1-(5-((4-((4'-chloro-5,5-dimethyl-3,4,5,6-tetrahydro-[1,1'-biphenyl]-2-yl)methyl)-2-(trifluoromethyl)piperazin-1-yl)methyl)-1-oxoisoindolin-2-yl)dihydropyrimidine-2,4(1H,3H)-dione ClC1=CC=C(C=C1)C1=C(CCC(C1)(C)C)CN1CC(N(CC1)CC=1C=C2CN(C(C2=CC1)=O)N1C(NC(CC1)=O)=O)C(F)(F)F